acetic acid hex-5-ylester CCCCC(C)OC(C)=O